1-(β-D-glucopyranosyl)-4-chloro-3-[5-(4-cyanophenyl)-2-thienylmethyl]benzene [C@@H]1([C@H](O)[C@@H](O)[C@H](O)[C@H](O1)CO)C1=CC(=C(C=C1)Cl)CC=1SC(=CC1)C1=CC=C(C=C1)C#N